ClC=1C=C(C=CC1C(NCC1=CN=C(S1)NC(=O)C1[N+](CCC1)(C)C)=O)NC(=O)C=1N(C(=CN1)C1=C(C(=C(C=C1)OC)F)F)C N-[3-chloro-4-[[2-[(1,1-dimethylpyrrolidin-1-ium-2-carbonyl)amino]thiazol-5-yl]methylcarbamoyl]phenyl]-5-(2,3-difluoro-4-methoxy-phenyl)-1-methyl-imidazole-2-carboxamide